COCC1=NC(=NC=C1)OCC1=C(N=NN1C)C1=CC=C(C(=N1)C)OC1CC2CCC(C2C1)C(=O)O 5-((6-(5-(((4-(methoxymethyl)pyrimidin-2-yl)oxy)methyl)-1-methyl-1H-1,2,3-triazole-4-yl)-2-methylpyridin-3-yl)oxy)octahydropentalene-1-carboxylic acid